ClC=1C=2N(C(NN1)=O)C=CC2 1-chloropyrrolo[1,2-D][1,2,4]triazin-4(3H)-one